(S)-2-amino-3-(4-iodophenyl)propionic acid methyl ester COC([C@H](CC1=CC=C(C=C1)I)N)=O